C12(OCC(C1)C2)CN2C(=NC1=C2C=C(C=C1)C(=O)OC)CC1=C(C=C(C(=C1)F)C1=NC(=CC=C1)OCC1=C(C=C(C=C1)C#N)F)F Methyl 1-((2-oxabicyclo[2.1.1]hex-1-yl) methyl)-2-(4-(6-((4-cyano-2-fluorobenzyl) oxy) pyridin-2-yl)-2,5-difluorobenzyl)-1H-benzo[d]imidazole-6-carboxylate